benzyl 4-((1R,5S)-8-(tert-butoxycarbonyl)-3,8-diazabicyclo[3.2.1]octan-3-yl)-2-((tetrahydro-1H-pyrrolizin-7a(5H)-yl)methoxy)-5,8-dihydropyrido[3,4-d]pyrimidine-7(6H)-carboxylate C(C)(C)(C)OC(=O)N1[C@H]2CN(C[C@@H]1CC2)C=2C1=C(N=C(N2)OCC23CCCN3CCC2)CN(CC1)C(=O)OCC1=CC=CC=C1